methyl nonafluoroisobutyl ether FC(C(C(F)(F)OC)(C(F)(F)F)F)(F)F